N-(cyclopropyl-(2,3-dichlorophenyl)methyl)quinolin-7-amine C1(CC1)C(NC1=CC=C2C=CC=NC2=C1)C1=C(C(=CC=C1)Cl)Cl